CN1N=CC(=C1)C1=CC(=C(C=C1)NC=1N=CC2=C(N1)C(=NC=C2)NCC(C)(C)C)OC(F)(F)F N2-(4-(1-methyl-1H-pyrazol-4-yl)-2-(trifluoromethoxy)phenyl)-N8-neopentylpyrido[3,4-d]pyrimidine-2,8-diamine